(S)-1-(1-ethoxy-3-(4-((11-(4-phenyl-1H-1,2,3-triazol-1-yl)undecyl)oxy)phenyl)propan-2-yl)-1H-imidazo[4,5-c]quinolin-4-amine hydrochloride Cl.C(C)OC[C@H](CC1=CC=C(C=C1)OCCCCCCCCCCCN1N=NC(=C1)C1=CC=CC=C1)N1C=NC=2C(=NC=3C=CC=CC3C21)N